CC(C(=O)N1CCNCC1)C 2-methyl-1-(piperazin-1-yl)propane-1-one